C1CC12CCN(CC2)C2=NC(=CC=C2C(=O)NC2=NC(=CC=C2)N2C[C@H](OCC2)C)[C@@](C(F)(F)F)(CO)O 2-(6-azaspiro[2.5]octan-6-yl)-N-(6-((2R)-2-methyl-4-morpholinyl)-2-pyridinyl)-6-((2S)-1,1,1-trifluoro-2,3-dihydroxy-2-propanyl)-3-pyridinecarboxamide